2-[4-[[[6-[cyclopropyl-[[4-(trifluoromethyl)phenyl]methyl]amino]-5-fluoro-pyrimidin-4-yl]amino]methyl]tetrahydropyran-4-yl]-N-methyl-acetamide C1(CC1)N(C1=C(C(=NC=N1)NCC1(CCOCC1)CC(=O)NC)F)CC1=CC=C(C=C1)C(F)(F)F